amino-6-oxohexanoic acid sodium [Na].NC(C(=O)O)CCCC=O